Cl.COC(=O)[C@H]1NCC(C1)=C.C1(=CC=C(C=C1)B1OB(OB(O1)C1=CC=C(C=C1)C)C1=CC=C(C=C1)C)C tris(4-tolyl)boroxine (S)-Methyl-4-methylenepyrrolidine-2-carboxylate hydrochloride